2-(3-amino-1H-pyrazol-5-yl)-1-(4-(2-(2,6-dimethylpyridin-4-yl)-3-isopropyl-1H-indol-5-yl)piperidin-1-yl)ethan-1-one NC1=NNC(=C1)CC(=O)N1CCC(CC1)C=1C=C2C(=C(NC2=CC1)C1=CC(=NC(=C1)C)C)C(C)C